CC1=C(N)C(=CC(=C1)[N+](=O)[O-])C 2,6-dimethyl-4-nitroaniline